(S)-(3-Fluorophenyl)(4-(4-(trifluoromethoxy)benzyl)-7-azabicyclo-[2.2.1]heptan-1-yl)methanol FC=1C=C(C=CC1)[C@H](O)C12CCC(CC1)(N2)CC2=CC=C(C=C2)OC(F)(F)F